3-chlorobenzyl ((2S)-3-cyclohexyl-1-(((2S)-1-(methoxy(methyl)amino)-5-(methyl(2-phenylpropyl)amino)-1,5-dioxopentan-2-yl)amino)-1-oxopropan-2-yl)carbamate C1(CCCCC1)C[C@@H](C(=O)N[C@H](C(=O)N(C)OC)CCC(=O)N(CC(C)C1=CC=CC=C1)C)NC(OCC1=CC(=CC=C1)Cl)=O